7-oxa-4-azaspiro[2.5]octane hydrochloride Cl.C1CC12NCCOC2